3-((4-methoxybenzyl)oxy)-4-methyl-5-(2-methylquinolin-6-yl)picolinonitrile COC1=CC=C(COC=2C(=NC=C(C2C)C=2C=C3C=CC(=NC3=CC2)C)C#N)C=C1